methyl 5-(5-(2-chloro-4-((5-cyclopropyl-3-(2,6-dichlorophenyl) isoxazol-4-yl) methoxy) phenyl)-4,5-dihydroisoxazol-3-yl)-1-methyl-1H-pyrazole-3-carboxylate ClC1=C(C=CC(=C1)OCC=1C(=NOC1C1CC1)C1=C(C=CC=C1Cl)Cl)C1CC(=NO1)C1=CC(=NN1C)C(=O)OC